1-(3-chloro-7,7a,8,9,10,11-hexahydro-6H-dipyrido[3,2-b:1',2'-d][1,4]oxazepin-9-yl)-2-oxopyrrolidin ClC1=CC=2OCCC3N(C2N=C1)CCC(C3)N3C(CCC3)=O